C(C)(C)(C)OC(=O)N1CCC=C(C1)C1=C2C=C(NC2=C(C(=C1F)F)C(N)=O)C 5-(7-carbamoyl-5,6-difluoro-2-methyl-1H-indol-4-yl)-3,6-dihydropyridin-1(2H)-formic acid tert-butyl ester